NC1N(CCC2=CN=CC=C12)C(=O)NC1=CC(=C(C=C1)Cl)Cl Amino-N-(3,4-dichlorophenyl)-3,4-dihydro-2,6-naphthyridine-2(1H)-carboxamide